BrC1=CC=C(CNS(=O)(=O)C2=CC=C(C=C2)NC(=O)C2C(C2)C2=CC=NC=C2)C=C1 N-(4-(N-(4-bromobenzyl)sulfamoyl)phenyl)-2-(pyridin-4-yl)cyclopropane-1-carboxamide